4-((4-acetyl-3-fluoro-6-((5-methyl-1H-pyrazol-3-yl)-amino)pyridin-2-yl)methyl)-1-(3-chloro-2-fluorobenzyl)-piperidine-4-carboxylic acid C(C)(=O)C1=C(C(=NC(=C1)NC1=NNC(=C1)C)CC1(CCN(CC1)CC1=C(C(=CC=C1)Cl)F)C(=O)O)F